N[C@@H]1CN2C(OC1)=C(C=N2)S(=O)(N)=NC(NC2=C1CCCC1=CC=1CCCC21)=O (6R)-6-amino-N'-((1,2,3,5,6,7-hexahydro-s-indacen-4-yl)carbamoyl)-6,7-dihydro-5H-pyrazolo[5,1-b][1,3]oxazine-3-sulfonimidamide